2-(cyclobutoxy)acetic acid C1(CCC1)OCC(=O)O